(3S)-3-(pyrrolidin-1-ylmethyl)-1,2,3,4-tetrahydroisoquinoline dihydrochloride Cl.Cl.N1(CCCC1)C[C@H]1NCC2=CC=CC=C2C1